O=C1N(C(C2=C3C=4C(=CC=C13)C1=C3C(=CC=C1SC4C=C2)C=CC=C3)=O)CCC[N+](C)(C)C 3-(1,3-dioxo-1H-benzo[7,8]thioxantheno[2,1,9-def]isoquinolin-2(3H)-yl)-N,N,N-trimethylpropan-1-aminium